C(=O)(O)C1=C(C(=O)C2=C(C=C(C=C2)N(CCCC)CCCC)O)C=CC=C1 2-carboxy-4'-dibutylamino-2'-hydroxybenzophenone